dihexadecyl-(methyl)ammonium C(CCCCCCCCCCCCCCC)[NH+](C)CCCCCCCCCCCCCCCC